trans-benzyl 3-hydroxycyclobutanecarboxylate O[C@@H]1C[C@H](C1)C(=O)OCC1=CC=CC=C1